NC1=C(C=C(C=C1)N(C)CC1=CC=CC=C1)NC(C1=CC(=CC=C1)NC1=CC=C(C=C1)C=1N=NC=CC1)=O N-(2-Amino-5-(benzyl(methyl)amino)phenyl)-3-((4-(pyridazin-3-yl)phenyl)amino)benzamide